2-(tert-butyl)-2,5-dimethyl-1,3-dioxolan-4-one C(C)(C)(C)C1(OC(C(O1)=O)C)C